C(C)(C)(C)OC(=O)N1[C@@H](CCC1)CN1C[C@@]2(CCCC3=CC(=CC=C23)Cl)COC2=C1C=C(C=C2)I (2S)-2-[[(3S)-6'-chloro-7-iodo-spiro[2,4-dihydro-1,5-benzoxazepin-3,1'-tetrahydronaphthalene]-5-yl]methyl]pyrrolidine-1-carboxylic acid tert-butyl ester